(S)-N-(azepan-3-yl)-4-(1H-pyrrolo[2,3-b]pyridin-4-yl)-3,4-dihydro-2H-1,4-thiazine-6-carboxamide hydrochloride Cl.N1C[C@H](CCCC1)NC(=O)C1=CN(CCS1)C1=C2C(=NC=C1)NC=C2